5'-(piperidin-4-yl)-2'H-spiro[cyclopropane-1,3'-thieno[2,3-b]pyridine]-6'(7'H)-one hydrochloride Cl.N1CCC(CC1)C1=CC2=C(NC1=O)SCC21CC1